C(C)(C)(C)OC(NC=1C(=NC(=C(C1)OCCOC)OC)Br)=O (2-bromo-6-methoxy-5-(2-methoxyethoxy)pyridin-3-yl)carbamic acid tert-butyl ester